4-bromo-2-{2-[(tert-butyldimethylsilyl)oxy]ethyl}-5-(4-fluorophenyl)-1,2,3-triazole BrC1=NN(N=C1C1=CC=C(C=C1)F)CCO[Si](C)(C)C(C)(C)C